FC1=C(C(=O)N[C@@H](C(=O)N2CCC3(CC2)C(CN(CC3)C)C3=CC=CC=C3)C(C)C)C=C(C=C1)C(F)(F)F 2-fluoro-N-((2R)-3-methyl-1-(9-methyl-7-phenyl-3,9-diazaspiro[5.5]undec-3-yl)-1-oxobutan-2-yl)-5-(trifluoromethyl)benzamide